ClC=1C=CC(=C(C1)C1=CC(=C(N=N1)C)NC1=CC(=NC=C1)NC(CCN1CCC(CC1)(F)F)=O)F N-(4-{[6-(5-Chloro-2-Fluorophenyl)-3-Methylpyridazin-4-yl]Amino}Pyridin-2-yl)-3-(4,4-Difluoropiperidin-1-yl)Propanamid